diphenyltriazinyl[(dimethylfluorenyl)dibenzofuranyl]benzene C1(=CC=CC=C1)C1=C(C(=C(C=C1)C1=C(C=CC=2OC3=C(C21)C=CC=C3)C3=C(C(=CC=2C1=CC=CC=C1CC32)C)C)C3=NN=NC=C3)C3=CC=CC=C3